[Al].[Ca].FC1CN(C1)C(=O)NC1=CC(=C(C=C1)F)N1N=C2N=CC=CC2=C1 3-fluoro-N-(4-fluoro-3-{2H-pyrazolo[3,4-b]pyridin-2-yl}phenyl)azetidine-1-carboxamide Calcium-Aluminium